BrC1=C2C=NNC2=CC(=C1[C@H]1[C@@H](C1)C)Cl |o1:10,11| rel-4-bromo-6-chloro-5-((1R,2R)-2-methylcyclopropyl)-1H-indazole